perfluoro-isobutyric acid fluoride FC(C(=O)F)(C(F)(F)F)C(F)(F)F